C1(=CC=CC=C1)[S+](C1=CC=CC=C1)C1=CC=CC=C1 Triphenylsulphonium